C(C1=CC=CC=C1)OC(=O)N1CC2(C1)CC=C(CC2)C2=CC=CC=1N2N=C(N1)NC(=O)C1CC1 7-(2-(cyclopropanecarboxamido)-[1,2,4]triazolo[1,5-a]pyridin-5-yl)-2-azaspiro[3.5]non-6-ene-2-carboxylic acid benzyl ester